BrC1=CC(=C2C=NNC2=C1)C 6-bromo-4-methyl-1H-indazole